diethylene glycol di(3-aminopropyl) ether NCCCOCCOCCOCCCN